tert-butyl 2-((4-cyano-3-((1-methylpiperidin-4-yl) oxy) phenyl) amino)-6-azaspiro[3.4]octane-6-carboxylate C(#N)C1=C(C=C(C=C1)NC1CC2(C1)CN(CC2)C(=O)OC(C)(C)C)OC2CCN(CC2)C